N[C@@H]1C[C@H](CCC1)CNC1=CC(=NN1C1=CC=C(C=C1)N1CCC(CC1)OC)C1=CC(=C(C#N)C=C1)F 4-[5-({[(1S,3S)-3-aminocyclohexyl]meth-yl}amino)-1-[4-(4-methoxypiperidin-1-yl)phenyl]-1H-pyrazol-3-yl]-2-fluorobenzonitrile